ethyl 3-oxo-8-azabicyclo[3.2.1]octane-8-carboxylate O=C1CC2CCC(C1)N2C(=O)OCC